N-(4-(hydroxymethyl)tetrahydro-2H-pyran-4-yl)-1-(pyridin-3-yl)imidazo[1,5-a]pyridine-3-carboxamide OCC1(CCOCC1)NC(=O)C1=NC(=C2N1C=CC=C2)C=2C=NC=CC2